C(#N)C=1C=C(C=CC1)C=1N=C(SC1C1=CC(=NC(=C1)C)C)NC(=O)N1[C@H](COCC1)CO (3S)-N-[4-(3-Cyanophenyl)-5-(2,6-dimethyl-4-pyridyl)thiazol-2-yl]-3-(hydroxymethyl)morpholin-4-carboxamid